FC1=CC(=C(OC=2C=C(C=C(C2)C)C=2C3=C(C(N(C2)C)=O)NC(=C3)C(=O)NCCC(F)(F)F)C(=C1)C)C 4-(3-(4-fluoro-2,6-dimethylphenoxy)-5-methylphenyl)-6-methyl-7-oxo-N-(3,3,3-trifluoropropyl)-6,7-dihydro-1H-pyrrolo[2,3-c]pyridine-2-carboxamide